O-((1-(6,7-dimethoxyquinazolin-4-yl)piperidin-4-yl)methyl) O,O-dihydrogen phosphorothioate P(OCC1CCN(CC1)C1=NC=NC2=CC(=C(C=C12)OC)OC)(O)(O)=S